8-amino-4-(3-(2,6-dimethylpyridin-4-yl)phenyl)-4,5-dihydro-1H-benzo[b][1,4]diazepin-2(3H)-one NC=1C=CC2=C(NC(CC(N2)C2=CC(=CC=C2)C2=CC(=NC(=C2)C)C)=O)C1